3-(((1-oxo-6,7,8,9,9a,10-hexahydro-1H-pyrido[1',2':3,4]imidazo[1,2-c]pyrimidin-3-yl)oxy)methyl)benzonitrile O=C1N=C(C=C2N1CC1N2CCCC1)OCC=1C=C(C#N)C=CC1